N-(5,6-difluoro-1H-indol-3-yl)-1-[6-[(4,4-difluoropiperidin-1-yl)methyl]-5-fluoropyridin-3-yl]-1,2,3-triazole-4-carboxamide FC=1C=C2C(=CNC2=CC1F)NC(=O)C=1N=NN(C1)C=1C=NC(=C(C1)F)CN1CCC(CC1)(F)F